FC1=C(C=C2C(=CC(=NC2=C1)C=1C(=NNC1C(F)(F)F)C)C(C)C)C1=NN(C(=N1)C=O)C 3-(7-fluoro-4-isopropyl-2-(3-methyl-5-(trifluoromethyl)-1H-pyrazol-4-yl)quinolin-6-yl)-1-methyl-1H-1,2,4-triazol-5-carbaldehyde